C(C=CC1=CC=CC=C1)(=O)C(C(=O)C1=CC=CC=C1)C(=O)C=1C=C(C=CC1)C 2-cinnamoyl-1-phenyl-3-(m-tolyl)propane-1,3-dione